4-amino-3,5,6-trichloropicolinic acid formate C(=O)O.NC1=C(C(=NC(=C1Cl)Cl)C(=O)O)Cl